3-Iodo-2-propynylbutylcarbamat IC(C(CNC([O-])=O)C#CC)C